4-Oxo-6-thiophen-2-yl-2-thioxo-1,2,3,4-tetrahydro-pyrimidine-5-carbonitrile O=C1NC(NC(=C1C#N)C=1SC=CC1)=S